FC1=NNC=C1C1=CC=2C3=C(NC(C2S1)=O)C(COC3)(C(C)C)O 8-(3-fluoro-1H-pyrazol-4-yl)-4-hydroxy-4-isopropyl-1,3,4,5-tetrahydro-6H-pyrano[4,3-b]thieno[3,2-d]pyridin-6-one